NC=1C(=NC(=C(N1)C1=CC=C(C=C1)F)C1=CN(C(C=C1)=O)C)CNC(C1=C(C=CC=C1C(F)(F)F)F)=O N-[[3-amino-5-(4-fluorophenyl)-6-(1-methyl-6-oxo-1,6-dihydropyridin-3-yl)pyrazin-2-yl]methyl]-2-fluoro-6-(trifluoromethyl)benzamide